[6-(2,2-difluoro-10,12-dimethyl-1-aza-3-azonia-2-boranuidatricyclo[7.3.0.03,7]dodeca-3,5,7,9,11-pentaen-4-yl)-1-(3-hydroxy-2,5-dioxopyrrolidin-1-yl)-1-oxohexan-2-yl]propenamide F[B-]1(N2C(=CC(=C2C=C2C=CC(=[N+]12)CCCCC(C(=O)N1C(C(CC1=O)O)=O)C(C(=O)N)=C)C)C)F